3-chloro-5-[(7S)-2-chloro-7'-fluoro-spiro[6,8-dihydro-5H-pyrido[4,3-d]pyrimidine-7,1'-indane]-4-yl]-N,N-dimethyl-4,6,7,8-tetrahydropyrazolo[1,5-a][1,4]diazepine-2-carboxamide ClC=1C(=NN2C1CN(CCC2)C=2C1=C(N=C(N2)Cl)C[C@]2(CCC3=CC=CC(=C23)F)NC1)C(=O)N(C)C